3-(1'-oxo-1',9'-dihydro-7'H-spiro[piperidine-4,8'-pyrano[3,2-e]isoindole]-2'(3'H)-yl)piperidine-2,6-dione O=C1N(CC=2C=CC3=C(C12)CC1(CO3)CCNCC1)C1C(NC(CC1)=O)=O